6-(difluoromethoxy)-5-fluoro-N-({4-[(propan-2-yl)oxy]pyrimidin-5-yl}methyl)pyridine-3-carboxamide FC(OC1=C(C=C(C=N1)C(=O)NCC=1C(=NC=NC1)OC(C)C)F)F